C(#N)C1=C(C=C(C=N1)NC(C(CCCC(=O)O)(C)O)=O)SC (6R)-6-((6-cyano-5-(methylthio)pyridin-3-yl)amino)-5-hydroxy-5-methyl-6-oxohexanoic acid